N-(2-chloro-3-(3-chloro-2-(4-((((R)-2-hydroxypropyl)amino)methyl)-3-methoxyphenyl)pyridin-4-yl)phenyl)-5-((((R)-2-hydroxypropyl)amino)methyl)picolinamide ClC1=C(C=CC=C1C1=C(C(=NC=C1)C1=CC(=C(C=C1)CNC[C@@H](C)O)OC)Cl)NC(C1=NC=C(C=C1)CNC[C@@H](C)O)=O